(9aR,10R)-10-(bis(4-fluorophenyl)methyl)-4-hydroxy-8,9,9a,10-tetrahydro-7H-pyrrolo[1',2':4,5]pyrazino[1,2-b]pyridazine-3,5-dione FC1=CC=C(C=C1)C([C@@H]1[C@@H]2N(C(C=3N1N=CC(C3O)=O)=O)CCC2)C2=CC=C(C=C2)F